1,2-didecyl-sn-glycero-3-phosphoethanolamine C(CCCCCCCCC)OC[C@@H](OCCCCCCCCCC)COP(=O)(O)OCCN